ClCC1=CC(=C(OCC2CCN(CC2)S(=O)(=O)C)C=C1)S(=O)(=O)C 4-((4-(Chloromethyl)-2-(methylsulfonyl)phenoxy)methyl)(methylsulfonyl)piperidine